(S)-2-hydroxybutyramide O[C@H](C(=O)N)CC